CN1C(C=2N=CN([C@H]3[C@H](O)[C@H](O)[C@@H](C(O)C(=O)[O-])O3)C2N=C1)=O.[Na+].[Na+].CN1C(C=2N=CN([C@H]3[C@H](O)[C@H](O)[C@@H](C(O)C(=O)[O-])O3)C2N=C1)=O disodium N1-methyl-5'-inosinate